C(\C=C\CC)(=O)O trans-pentenoic acid